3-((5-chloro-2-((1-(4-nitrobenzyl)-1H-pyrazol-4-yl)amino)pyrimidin-4-yl)amino)-1H-pyrazole-1-carboxylic acid tert-butyl ester C(C)(C)(C)OC(=O)N1N=C(C=C1)NC1=NC(=NC=C1Cl)NC=1C=NN(C1)CC1=CC=C(C=C1)[N+](=O)[O-]